NC1=NC(=C(C=2C1=NN(C2)CC2=NC(=CC=C2)C)C2=C(N=CO2)C)C=2C=C(C#N)C=CC2 3-(7-amino-4-(4-methyl-oxazol-5-yl)-2-((6-methylpyridin-2-yl)methyl)-2H-pyrazolo[3,4-c]pyridin-5-yl)benzonitrile